methyl (S)-2-((S)-2-((tert-butoxycarbonyl)(methyl)amino)-propanamido)-2-cyclohexylacetate C(C)(C)(C)OC(=O)N([C@H](C(=O)N[C@H](C(=O)OC)C1CCCCC1)C)C